7-(propan-2-yl)-1H,4H,5H,6H,7H,8H-pyrrolo[2,3-c]azepin-8-one CC(C)N1C(C2=C(CCC1)C=CN2)=O